C1(CC1)OC1=C2C(C=C(OC2=C(C=C1)[C@@H](C)NC1=C(C(=O)O)C=CC=C1)N1CCC(CC1)(C)C)=O (R)-2-((1-(5-cyclopropoxy-2-(4,4-dimethylpiperidin-1-yl)-4-oxo-4H-chromen-8-yl)ethyl)amino)benzoic acid